CC(C)(C)[S@@](=O)N[C@H](C)C=1C=C2C(=CN1)N(N=C2)CC(F)(F)F (R)-2-methyl-N-((R)-1-(1-(2,2,2-trifluoroethyl)-1H-pyrazolo[3,4-c]pyridin-5-yl)ethyl)propane-2-sulfinamide